OC1=C(C(N(C=C1)C)=O)NC(N[C@@H](CC(=O)O)C1=CC=C(C=C1)CC1=C(C=CC=C1)C)=O (S)-3-(3-(4-hydroxy-1-methyl-2-oxo-1,2-dihydropyridin-3-yl)ureido)-3-(4-(2-methylbenzyl)phenyl)propanoic acid